ammonium phosphine salt P.[NH4+]